ClC=1C=2C(N=C3N(C2C=CC1)C1=CC=C(C=C1C31CCCCC1)C1CCN(CC1)CCOCC(=O)O)=O 2-(2-(4-(4'-chloro-5'-oxo-5'H-spiro[cyclohexane-1,7'-indolo[1,2-a]quinazolin]-9'-yl)piperidin-1-yl)ethoxy)acetic acid